FCC1CN(C1)CCOC1=CC=C(C=C1)C1OC2=C(C=CC(=C2)C)C=2C=NC=3C=C(C=CC3C21)O 5-(4-{2-[3-(fluoromethyl)azetidin-1-yl]ethoxy}phenyl)-8-methyl-5H-[1]benzopyrano[4,3-c]quinolin-2-ol